8,13-dioxa-3-azaspiro[5.8]tetradec-10-yne hydrochloride Cl.C1CNCCC12COCC#CCOC2